(2-(3-(hydroxymethyl)azetidin-1-yl)pyrimidin-5-yl)boronic acid OCC1CN(C1)C1=NC=C(C=N1)B(O)O